aluminum ferric sulfate diacetate C(C)(=O)[O-].C(C)(=O)[O-].S(=O)(=O)([O-])[O-].[Fe+3].[Al+]